S1C(=CC=C1)C=1NC(C2=C(NC(C21)=O)C=2SC=CC2)=O 3,6-bis(2-thienyl)-2,5-dihydropyrrolo[3,4-c]Pyrrole-1,4-dione